The molecule is a member of the class of furans obtained by reduction of the 5-nitro group of nitrofurazone to the corresponding hydroxylamine. It is a member of hydroxylamines, a semicarbazone and a member of furans. C1=C(OC(=C1)NO)/C=N/NC(=O)N